tert-butyl 6-fluoro-5-formyl-3',6'-dihydro-[2,4'-bipyridine]-1'(2'H)-carboxylate FC1=C(C=CC(=N1)C=1CCN(CC1)C(=O)OC(C)(C)C)C=O